ClC1=C(C(=O)N(CCC2CCNCC2)C)C=CC(=C1)NC=1C=2N(C=CN1)C(=CN2)C2=C(C(=C(C=C2)OCC#N)F)F 2-chloro-4-[[3-[4-(cyanomethoxy)-2,3-difluorophenyl]imidazo[1,2-a]pyrazin-8-yl]amino]-N-methyl-N-[2-(4-piperidyl)ethyl]benzamide